3-(2,7-di-tert-butyl-9H-carbazol-9-yl)-5'-fluoro-5-(2,4,4-trimethylpentan-2-yl)biphenyl-2-ol C(C)(C)(C)C1=CC=2N(C3=CC(=CC=C3C2C=C1)C(C)(C)C)C1=C(C(=CC(=C1)C(C)(CC(C)(C)C)C)C1=CC=CC(=C1)F)O